3,3-diethylcyclobutanol C(C)C1(CC(C1)O)CC